FC(C1=C(C=C(C=N1)C1=NC2(CC2)COC2=C1C=CC=C2)C)F 5-(6-(difluoromethyl)-5-methylpyridin-3-yl)-2H-spiro[benzo[f][1,4]oxazepine-3,1'-Cyclopropane]